C(C)(C)(C)OCC1=NN(C=C1C(=O)NC(CC(=O)O)C1=CC(=C(C=C1)Cl)Cl)CCC1=NC=2NCCCC2C=C1 3-(3-(tert-butoxymethyl)-1-(2-(5,6,7,8-tetrahydro-1,8-naphthyridin-2-yl)ethyl)-1H-pyrazole-4-carboxamido)-3-(3,4-dichlorophenyl)propionic acid